(trifluoromethyl)-4H-1,2-oxazol-5-carboxamid FC(F)(F)C1=NOC(C1)C(=O)N